FC(C)(F)C=1C=C(C=CC1)C=1C=C(C(=NC1)OC)CN1C(OCC1)=O 3-[[5-[3-(1,1-Difluoroethyl)phenyl]-2-methoxy-3-pyridyl]methyl]oxazolidin-2-one